1-(3-pyridylsulfonyl)-2-bromo-1H-pyrrole-3-carboxylic acid N1=CC(=CC=C1)S(=O)(=O)N1C(=C(C=C1)C(=O)O)Br